The molecule is a phthalic acid monoester obtained by formal condensation of one of the carboxy groups of phthalic acid with the hydroxy group of octanol. It has a role as a human xenobiotic metabolite. It derives from an octan-1-ol. CCCCCCCCOC(=O)C1=CC=CC=C1C(=O)O